O(C1=CC=CC=C1)C1=CC=C(C=C1)C=1N=C(N2C1C(=NC=C2)N)C=2C=NC(=CC2)N2CCNCC2 1-(4-phenoxyphenyl)-3-(6-(piperazin-1-yl)pyridin-3-yl)imidazo[1,5-a]pyrazin-8-amine